N-{2-[(2-acetamidopyridin-4-yl)ethynyl]-4-chloropyridin-3-yl}-2,2,2-trifluoroacetamide C(C)(=O)NC1=NC=CC(=C1)C#CC1=NC=CC(=C1NC(C(F)(F)F)=O)Cl